4-(5-Oxo-4,5-dihydro-1,3,4-oxadiazol-2-yl)-2-{[(1S)-1-(piperidin-4-yl)ethyl]amino}benzonitrile O=C1NN=C(O1)C1=CC(=C(C#N)C=C1)N[C@@H](C)C1CCNCC1